ClC1=C(C(=CC=C1Cl)OC)C1=CC=2N(C=C1)C=C(N2)C(C=S(=O)(C)C)=O 1-(7-(2,3-dichloro-6-methoxyphenyl)imidazo[1,2-a]pyridin-2-yl)-2-(dimethyl(oxo)-λ6-sulfaneylidene)ethan-1-one